CC=1C=C(C#N)C=CC1C1=NC=CC=C1 3-methyl-4-(pyridin-2-yl)benzonitrile